6-amino-3-methyl-5-((3-propoxyphenyl)amino)benzo[d]oxazol-2(3H)-one NC1=CC2=C(N(C(O2)=O)C)C=C1NC1=CC(=CC=C1)OCCC